3-(2-fluorophenyl)-5-methyl-2-(3-(pyrrolidin-1-yl)benzyl)-2,4,5,6-tetrahydropyrrolo[3,4-c]pyrazole FC1=C(C=CC=C1)C1=C2C(=NN1CC1=CC(=CC=C1)N1CCCC1)CN(C2)C